FC(C=1C=CC(=C(C=O)C1)N)(F)F 5-trifluoromethyl-o-aminobenzaldehyde